thenoyl-tri-fluoroacetone C1(=CC=CS1)C(=O)CC(=O)C(F)(F)F